(S)-6-(4-(2-oxo-3-(2-((6-oxo-5-(trifluoromethyl)-1,6-dihydropyridazin-4-yl)amino)ethoxy)pyrrolidin-1-yl)piperidin-1-yl)nicotinonitrile O=C1N(CC[C@@H]1OCCNC=1C=NNC(C1C(F)(F)F)=O)C1CCN(CC1)C1=NC=C(C#N)C=C1